1-((2,6-dihydroxy-3'-methyl-4-pentyl-[1,1'-biphenyl]-3-yl)methyl)-1,3,3-trimethylurea OC1=C(C(=CC(=C1CN(C(=O)N(C)C)C)CCCCC)O)C1=CC(=CC=C1)C